1,3-difluoro-2-nitro-5-phenoxybenzene FC1=C(C(=CC(=C1)OC1=CC=CC=C1)F)[N+](=O)[O-]